COC=1C=C(C=CC1OC)CCNC=1N=CC2=C(NC(N(C2=O)C2=CC(=CC=C2)F)=O)N1 2-[2-(3,4-dimethoxyphenyl)ethylamino]-6-(3-fluorophenyl)-8H-pyrimido[4,5-d]pyrimidine-5,7-dione